N-(3-methoxy-4-(1H-pyrrolo[2,3-b]pyridin-5-yl)phenyl)furan-3-carboxamide COC=1C=C(C=CC1C=1C=C2C(=NC1)NC=C2)NC(=O)C2=COC=C2